(4-chloro-5-fluoro-2-methoxyphenyl)methanamine ClC1=CC(=C(C=C1F)CN)OC